C(C)(C)(C)OC(=O)N1C=C(C2=CC(=CC=C12)OCC1CCN(CC1)C(=O)OC(C)(C)C)C(C)C 5-((1-(tert-Butoxycarbonyl)piperidin-4-yl)methoxy)-3-isopropyl-1H-indole-1-carboxylic acid tert-butyl ester